(2S,3S,5R)-benzhydryl 3-((3,4-bis(benzyloxy)benzamido)methyl)-3-methyl-7-oxo-4-thia-1-azabicyclo[3.2.0]heptane-2-carboxylate C(C1=CC=CC=C1)OC=1C=C(C(=O)NC[C@]2([C@@H](N3C(C[C@H]3S2)=O)C(=O)OC(C2=CC=CC=C2)C2=CC=CC=C2)C)C=CC1OCC1=CC=CC=C1